[N+](=O)([O-])C1=C(C=CC=C1)[O-].[NH4+] ammonium nitrophenolate